O[C@H]1[C@@H](CCCC1)NC1=C(C(=C(N=N1)C1=C(C=CC=C1C(F)(F)F)O)C)C 2-(6-{[(1R,2R)-2-hydroxycyclohexyl]amino}-4,5-dimethylpyridazin-3-yl)(trifluoromethyl)phenol